1-(4-Chlorophenyl)-4-methyl-5-phenyl-1H-pyrazole-3-carboxylic acid ClC1=CC=C(C=C1)N1N=C(C(=C1C1=CC=CC=C1)C)C(=O)O